4-(4-(4-((3,3-difluoro-5-hydroxy-pentyl)oxy)phenyl)piperidin-1-yl)-2-(trifluoromethyl)benzonitrile FC(CCOC1=CC=C(C=C1)C1CCN(CC1)C1=CC(=C(C#N)C=C1)C(F)(F)F)(CCO)F